3,4-Difluoro-2-(2-fluoro-4-iodoanilino)-5-[(E)-[(4-methylphenyl)sulfonylhydrazinylidene]methyl]benzamide FC=1C(=C(C(=O)N)C=C(C1F)/C=N/NS(=O)(=O)C1=CC=C(C=C1)C)NC1=C(C=C(C=C1)I)F